FC1=NC(=CC=C1C=1SC=2C(N(CCC2N1)C=1C=NC=CC1)=O)N1C[C@@H](CC1)F 2-[2-fluoro-6-[(3R)-3-fluoropyrrolidin-1-yl]-3-pyridyl]-5-(3-pyridyl)-6,7-dihydrothiazolo[5,4-c]pyridin-4-one